(1R,2R)-N-(7-chloro-6-(1-(oxetan-3-yl)piperidin-4-yl)isoquinolin-3-yl)-2-methylcyclopropane-1-carboxamide ClC1=C(C=C2C=C(N=CC2=C1)NC(=O)[C@H]1[C@@H](C1)C)C1CCN(CC1)C1COC1